methyl 4-bromo-2-[2-(tert-butoxycarbonylamino) ethoxy]-6-fluoro-benzoate BrC1=CC(=C(C(=O)OC)C(=C1)F)OCCNC(=O)OC(C)(C)C